N-((3S,4S)-3-fluoro-1-methylpiperidin-4-yl)-2-(5-(((2-methoxy-4-(methylsulfonyl)phenyl)amino)meth-yl)-1,3,4-thiadiazol-2-yl)-1-(2,2,2-trifluoroethyl)-1H-indol-4-amine F[C@H]1CN(CC[C@@H]1NC=1C=2C=C(N(C2C=CC1)CC(F)(F)F)C=1SC(=NN1)CNC1=C(C=C(C=C1)S(=O)(=O)C)OC)C